COC(=O)[C@H]1[C@@H](C1)CN1C(N(C(=NC1=O)SCC)CC1=CC=C(C=C1)Cl)=O |r| (±)-trans-2-((3-(4-chlorobenzyl)-4-ethylsulfanyl-2,6-dioxo-3,6-dihydro-1,3,5-triazin-1(2H)-yl)methyl)cyclopropane-1-carboxylic acid methyl ester